N-(2-bromo-6-ethyl-3-fluorophenyl)pivalamide BrC1=C(C(=CC=C1F)CC)NC(C(C)(C)C)=O